C(#N)CCOCCOCCC#N 1,2-Bis(cyanoethoxy)ethane